NC(C(=O)O)C(C)OCS(=O)(=O)O 2-amino-3-sulfomethyloxybutyric acid